9-(2-hydroxyphenyl)-1,2,3,4-tetrahydropyridazino[3,4-c][2,6]Naphthyridin OC1=C(C=CC=C1)C1=CC2=C(N=CC=3CCNCC23)N=N1